(E)-N-(5-Chloro-2-(4-hydroxy-3-isopropylbenzoyl)isoindolin-4-yl)-4-(dimethylamino)-N-methylbut-2-enamide ClC=1C(=C2CN(CC2=CC1)C(C1=CC(=C(C=C1)O)C(C)C)=O)N(C(\C=C\CN(C)C)=O)C